FC=1C=C(C=CC1)N1[C@H](CNCC1)C (2S)-1-(3-fluorophenyl)-2-methyl-piperazine